6-(pyridin-3-yl)indolin-2-one N1=CC(=CC=C1)C1=CC=C2CC(NC2=C1)=O